tert-butyl-rel-(1R,5S)-7-oxo-1-({[(1s,4s)-4-(2-hydroxyphenyl)cyclohexyl]oxy}methyl)-9-oxa-2,6-diazaspiro[4.5]decane-2-carboxylate C(C)(C)(C)OC(=O)N1[C@H]([C@]2(CC1)NC(COC2)=O)COC2CCC(CC2)C2=C(C=CC=C2)O |o1:8,9|